CN1N=CC=2C1=NC(=CC2N2CCC(CC2)C=2C(=NC(=CC2)N2CCNCC2)C)C 1,6-dimethyl-4-[4-(2-methyl-6-piperazin-1-yl-3-pyridinyl)-1-piperidinyl]pyrazolo[3,4-b]pyridine